C1(=CC=CC=C1)CCCC1NCC=2C=CC(=NC2C1)O 7-(3-phenylpropyl)-5,6,7,8-tetrahydro-1,6-naphthyridine-2-ol